(R)-1-(2-chloro-5-fluoropyridin-3-yl)ethyl (4-(5-(1-cyanocyclopropane-1-carboxamido)pyrimidin-2-yl)-1-methyl-1H-1,2,3-triazol-5-yl)carbamate C(#N)C1(CC1)C(=O)NC=1C=NC(=NC1)C=1N=NN(C1NC(O[C@H](C)C=1C(=NC=C(C1)F)Cl)=O)C